(S)-3-hydroxy-3-(2-methoxypyridin-4-yl)-N-(1-(3-(2,2,2-trifluoroethoxy)phenyl)cyclopropyl)butanamide O[C@](CC(=O)NC1(CC1)C1=CC(=CC=C1)OCC(F)(F)F)(C)C1=CC(=NC=C1)OC